N-methylpropan-1,3-diamine CNCCCN